COC([C@H](CC1=CC=C(C=C1)OC)NC([C@H](C)NC(NS(=O)(=O)C1CC1)=O)=O)=O (2S)-2-[(2S)-2-[(cyclopropanesulfonylcarbamoyl)amino]propionamido]-3-(4-methoxyphenyl)propionic acid methyl ester